4-(3,6-dihydro-2H-pyran-4-yl)-3-fluoro-2-nitroaniline O1CCC(=CC1)C1=C(C(=C(N)C=C1)[N+](=O)[O-])F